2-(5-(3,5-dichlorophenyl)-5-(trifluoromethyl)-4,5-dihydroisoxazol-3-yl)-N-methyl-2,3-dihydro-1H-pyrrolo[3,4-c]pyridine-6-carboxamide ClC=1C=C(C=C(C1)Cl)C1(CC(=NO1)N1CC=2C=NC(=CC2C1)C(=O)NC)C(F)(F)F